BrC1=C2C(C(N(C2=CC=C1)CC(F)(F)F)=O)=O 4-bromo-1-(2,2,2-trifluoroethyl)indoline-2,3-dione